C[Si](CCOCN1C=CC2=C1N=CN=C2N)(C)C 7-{[2-(trimethylsilyl)ethoxy]methyl}-7H-pyrrolo[2,3-d]pyrimidin-4-amine